FC1=C(C(=CC(=C1)OC)F)C1=C(C(N(N1C)C1=NC(=CC=C1C(F)(F)F)OCC)=O)NC(C1=CC=C(C=C1)OC(F)F)=O N-[5-(2,6-difluoro-4-methoxyphenyl)-2-[6-ethoxy-3-(trifluoromethyl)pyridin-2-yl]-1-methyl-3-oxo-2,3-dihydro-1H-pyrazol-4-yl]-4-(difluoromethoxy)benzamide